C(C)OC(C(=C)CSCCOC(NCCOC(C(=C)C)=O)=O)=O 2-(12-methyl-6,11-dioxo-5,10-dioxa-2-thia-7-azatridec-12-en-1-yl)acrylic acid ethyl ester